1-methyl-3-oxo-8-azabicyclo[3.2.1]octane-8-carboxylic acid tert-butyl ester C(C)(C)(C)OC(=O)N1C2(CC(CC1CC2)=O)C